ClC=1C=NC(=C2C(C=C(N(C12)C1=C(C=C(C=C1Cl)OCCO)Cl)C)=O)OCC(C(=O)NC)(F)F 3-((8-Chloro-1-(2,6-dichloro-4-(2-hydroxyethoxy)phenyl)-2-methyl-4-oxo-1,4-dihydro-1,6-naphthyridin-5-yl)oxy)-2,2-difluoro-N-methylpropanamide